C1(=CC=CC2=CC=CC=C12)C(=O)NCC1=NOC(C1)C(=O)N[C@@H](CC(C)C)B(O)O ((1R)-1-(3-((1-naphthamido)methyl)-4,5-dihydroisoxazole-5-carboxamido)-3-methylbutyl)boronic acid